((3R)-8-((2-chlorophenyl)methyl)-7-fluoro-1-methyl-2-oxo-1,2,3,4-tetrahydroquinolin-3-yl)urea ClC1=C(C=CC=C1)CC=1C(=CC=C2C[C@H](C(N(C12)C)=O)NC(=O)N)F